3-((6-(phenethylamino)pyrimidin-4-yl)oxy)pyrrolidin C(CC1=CC=CC=C1)NC1=CC(=NC=N1)OC1CNCC1